6-((5-[4-(trifluoromethyl)phenyl]-1,3-oxazol-2-yl)amino)pyridazine-3-carboxylic acid FC(C1=CC=C(C=C1)C1=CN=C(O1)NC1=CC=C(N=N1)C(=O)O)(F)F